C(C)(C)(C)OC(=O)N1CC(N(C2=C1C=NC=1C=C(C(=CC21)F)OC)CC2=C(C=C(C=C2F)S(N)(=O)=O)F)=O 1-(2,6-difluoro-4-sulfamoyl-benzyl)-9-fluoro-8-methoxy-2-oxo-2,3-dihydropyrazino[2,3-c]quinoline-4(1H)-carboxylic acid tert-butyl ester